C(C)(C)[C@H]1CO[C@@]23CCN(C[C@H]3CCC(N21)=O)CC2=NC1=CC=CC=C1C=C2 (3S,7aR,11aR)-3-isopropyl-9-(2-quinolylmethyl)-2,3,6,7,7a,8,10,11-octahydrooxazolo[2,3-j][1,6]naphthyridin-5-one